5-bromo-3-[(E,Z)-2-ethoxyethenyl]-6-fluoropyridin-2-amine BrC=1C=C(C(=NC1F)N)\C=C\OCC